1,3-dibromobenzonitrile BrC1(C#N)CC(=CC=C1)Br